BrC1=CC=C(C(=O)NCCC2=CC(=NO2)C(=O)NO)C=C1 5-(2-(4-bromobenzamido)ethyl)-N-hydroxyisoxazole-3-carboxamide